2,3-Dihydro-5-methyl-2-oxo-1,3,4-oxadiazole CC1=NNC(O1)=O